(1r,4r)-4-[4-amino-5-(7-methoxy-1H-indol-2-yl)imidazo[4,3-f][1,2,4]triazin-7-yl]cyclohexane-1-carboxylic acid COC1=CC=CC2=C1NC(=C2)C3=C4C(=NC=NN4C(=N3)C5CCC(CC5)C(=O)O)N